C1(=CC=CC2=CC=CC(=C12)C(=O)[O-])C(=O)[O-].[Na+].[Na+] sodium 1,8-naphthalenedicarboxylate